3-(4-fluorophenyl)propan-1-amine FC1=CC=C(C=C1)CCCN